N1CC(CC1)OC=1N=CC(=NC1C(F)(F)F)C1=CNC2=C(C=CC=C12)C#N 3-(5-(pyrrolidin-3-yloxy)-6-(trifluoromethyl)pyrazin-2-yl)-1H-indole-7-carbonitrile